ClC=1C=C(C=CC1B1OC(C(O1)(C)C)(C)C)C=1CCN(CC1)C(=O)OC(C)(C)C tert-butyl 4-(3-chloro-4-(4,4,5,5-tetramethyl-1,3,2-dioxaborolan-2-yl)phenyl)-3,6-dihydropyridine-1(2H)-carboxylate